4-Amino-1,8-dimethyl-8,9-dihydro-pyrazolo[4,3-C]pyrrolo[3,4-g]quinolin-7(1H)-one NC1=NC=2C=C3C(=CC2C2=C1C=NN2C)CN(C3=O)C